Natrium (S)-3-(3-(1-Methyl-4-oxido-2-oxo-1,2-dihydropyridin-3-yl)ureido)-3-(5-(trifluoromethyl)biphenyl-3-yl)propanoat CN1C(C(=C(C=C1)[O-])NC(N[C@@H](CC(=O)[O-])C=1C=C(C=C(C1)C(F)(F)F)C1=CC=CC=C1)=O)=O.[Na+].[Na+]